OC1=CC(=CC=2OC3=C(C=CC=C3C(C12)=O)OC)O 1,3-dihydroxy-5-methoxy-9H-xanthen-9-one